2-(2-chloro-4-(2-((4-(6-fluoropyridin-3-yl)-5-methylthiazol-2-yl)amino)-2-oxoethyl)phenoxy)nicotinamide ClC1=C(OC2=C(C(=O)N)C=CC=N2)C=CC(=C1)CC(=O)NC=1SC(=C(N1)C=1C=NC(=CC1)F)C